O.O.OC(=O)C(O)C(O)C(=O)O.N1=CC=CC(=C1)C1N(C)CCC1 nicotine bitartrate salt dihydrate